cyclohex-1-ene-1-carboxylate C1(=CCCCC1)C(=O)[O-]